CC1=CC=2C(=NC=C(C2)OC2=C(C(=O)N)C=CC=C2)N1 2-((2-methyl-1H-pyrrolo[2,3-b]pyridin-5-yl)oxy)benzamide